Bis(2,5-dibenzyloxy-3-carboxyphenylmethyl) sulfone C(C1=CC=CC=C1)OC1=C(C=C(C=C1C(=O)O)OCC1=CC=CC=C1)CS(=O)(=O)CC1=C(C(=CC(=C1)OCC1=CC=CC=C1)C(=O)O)OCC1=CC=CC=C1